9,9',9''-(5-cyano-3-(4,6-diphenylpyrimidin-2-yl)-6-(3-phenyl-9H-carbazol-9-yl)benzene-1,2,4-triyl)tris(9H-carbazole-3-carbonitrile) C(#N)C=1C(=C(C(=C(C1N1C2=CC=CC=C2C=2C=C(C=CC12)C1=CC=CC=C1)N1C2=CC=CC=C2C=2C=C(C=CC12)C#N)N1C2=CC=CC=C2C=2C=C(C=CC12)C#N)C1=NC(=CC(=N1)C1=CC=CC=C1)C1=CC=CC=C1)N1C2=CC=CC=C2C=2C=C(C=CC12)C#N